[3-bis(trimethylsiloxy) methylsilylpropyl]-3,4,5-trimethoxycinnamate C[Si](OC(O[Si](C)(C)C)[SiH2]CCCOC(C=CC1=CC(=C(C(=C1)OC)OC)OC)=O)(C)C